1-(3-Nitrophenyl)-3-(propan-2-yloxy)benzene [N+](=O)([O-])C=1C=C(C=CC1)C1=CC(=CC=C1)OC(C)C